Diethyl (4-aminopyridin-3-yl)phosphonate NC1=C(C=NC=C1)P(OCC)(OCC)=O